Ethyl-(2S)-2-[4-bromo-2-(4-butoxy-4,5-dihydroisoxazol-3-yl)phenoxy]-3-cyclobutylpropanoat C(C)OC([C@H](CC1CCC1)OC1=C(C=C(C=C1)Br)C1=NOCC1OCCCC)=O